C1(CCCCCC1)NCC1=CC=C(C=C1)[S@@](=O)(N)=NC(NC1=C2CCCC2=CC=2CCCC12)=O (R)-4-((cycloheptylamino)methyl)-N'-((1,2,3,5,6,7-hexahydro-s-indacen-4-yl)-carbamoyl)-benzenesulfonimidamide